Thieno[3,2-c]pyridin-7-amine S1C=CC=2C=NC=C(C21)N